C(CC)N1C(CNCCN)O1 epoxypropyldiethylenetriamine